(S)-(4-(4-fluorobenzo[d]thiazol-2-yl)-6,7-dihydro-1H-imidazo[4,5-c]pyridin-5(4H)-yl)(1,3,4-thiadiazol-2-yl)methanone FC1=CC=CC2=C1N=C(S2)[C@H]2N(CCC1=C2N=CN1)C(=O)C=1SC=NN1